FC1=C(C=C(C=C1)C1=NN=NN1)[N+](=O)[O-] 5-(4-fluoro-3-nitrophenyl)tetrazole